N-((R)-1-(3,5-bis(1-methyl-1H-pyrazol-4-yl)phenyl)ethyl)-2-methyl-5-(((S)-1-methylpiperidin-3-yl)oxy)benzamide CN1N=CC(=C1)C=1C=C(C=C(C1)C=1C=NN(C1)C)[C@@H](C)NC(C1=C(C=CC(=C1)O[C@@H]1CN(CCC1)C)C)=O